N-[5-(cyclohex-1-en-1-yl)-1H-indol-3-yl]propanamide C1(=CCCCC1)C=1C=C2C(=CNC2=CC1)NC(CC)=O